(R)-1-(4-(3-(4-fluorophenoxy)benzyl)-2-methylpiperazine-1-carbonyl)-1H-pyrazole-3-carboxylic acid FC1=CC=C(OC=2C=C(CN3C[C@H](N(CC3)C(=O)N3N=C(C=C3)C(=O)O)C)C=CC2)C=C1